amidinocarbon C(N)(=N)[C]